[(2R,3S,4R,5R)-5-(2-chloro-4-phenyl-pyrrolo[2,3-d]-pyrimidin-7-yl)-3,4-dihydroxy-tetrahydro-furan-2-yl]methoxy-methylphosphonic acid ClC=1N=C(C2=C(N1)N(C=C2)[C@H]2[C@@H]([C@@H]([C@H](O2)COCP(O)(O)=O)O)O)C2=CC=CC=C2